C(C(C)C)OC1=CC=C(C=C1)C1=CN=C(S1)NC(=O)C1N2C=CC=C2C(CC1)=O N-[5-(4-isobutoxyphenyl)thiazol-2-yl]-8-oxo-6,7-dihydro-5H-indolizine-5-carboxamide